COC=1C(=NC=CC1)[C@@H]1[C@H](O[C@@]([C@@H]1C)(C(F)(F)F)C)C(=O)NC1=CC(=NC=C1)C(=O)N (2S,3R,4R,5S)-4-[[3-(3-methoxy-2-pyridinyl)-4,5-dimethyl-5-(trifluoromethyl)tetrahydrofuran-2-carbonyl]amino]pyridine-2-carboxamide